3-(tert-butyldimethylsilyloxy)glutaric anhydride [Si](C)(C)(C(C)(C)C)OC1CC(=O)OC(C1)=O